N2-[6-chloro-7-[rel-(2R)-2-methyl-2,3,4,7-tetrahydro-1H-azepin-5-yl]-2,3-dihydrobenzofuran-5-yl]-N4,6-dimethyl-pyrimidine-2,4-diamine ClC1=C(C2=C(CCO2)C=C1NC1=NC(=CC(=N1)NC)C)C=1CC[C@H](NCC1)C |o1:23|